(2-chloro-4-fluoro-6-methylphenyl)(3-(4-((1-(3-fluoropropyl)azetidin-3-yl)oxy)phenoxy)-6-hydroxybenzo[b]thiophen-2-yl)methanone ClC1=C(C(=CC(=C1)F)C)C(=O)C1=C(C2=C(S1)C=C(C=C2)O)OC2=CC=C(C=C2)OC2CN(C2)CCCF